6-amino-7-(naphthalen-1-ylmethyl)-5-oxo-8-(3-(trifluoromethyl)phenyl)-2,3-dihydro-5H-thiazolo[3,2-a]pyridine-3-carboxylic acid NC1=C(C(=C2N(C1=O)C(CS2)C(=O)O)C2=CC(=CC=C2)C(F)(F)F)CC2=CC=CC1=CC=CC=C21